6-(1-(difluoromethyl)-1H-pyrazol-4-yl)-4-hydroxypyrazolo[1,5-a]pyridine-3-carbonitrile FC(N1N=CC(=C1)C=1C=C(C=2N(C1)N=CC2C#N)O)F